ClC=1C=C2C(=NN1)NC(C1(N2CCN(C1)C(=O)OC(C)(C)C)C)=O tert-butyl 2-chloro-6a-methyl-6-oxo-5,6,6a,7,9,10-hexahydro-8H-pyrazino[1',2':4,5]-pyrazino[2,3-c]pyridazine-8-carboxylate